F.CN(CCO)C dimethylethanolamine hydrogen fluoride salt